(3-(4-(5-(2,3-Dihydro-1H-inden-4-yl)-6-methoxy-1H-pyrazolo[4,3-b]pyridin-3-yl)-1H-pyrazol-1-yl)azetidin-1-yl)((cis)-3-hydroxycyclobutyl)methanone C1CCC2=C(C=CC=C12)C1=C(C=C2C(=N1)C(=NN2)C=2C=NN(C2)C2CN(C2)C(=O)[C@@H]2C[C@@H](C2)O)OC